2-(3-(6-fluoronaphthalen-1-yl)-5-hydroxy-4-(4-sulfamoylbenzyl)-1H-pyrazol-1-yl)thiazole-4-carboxylic acid FC=1C=C2C=CC=C(C2=CC1)C1=NN(C(=C1CC1=CC=C(C=C1)S(N)(=O)=O)O)C=1SC=C(N1)C(=O)O